N5-cyclopropyl-N3-methyl-2-oxo-1-((1-tosyl-1H-indol-4-yl)methyl)-1,2-dihydropyridine-3,5-dicarboxamide C1(CC1)NC(=O)C=1C=C(C(N(C1)CC1=C2C=CN(C2=CC=C1)S(=O)(=O)C1=CC=C(C)C=C1)=O)C(=O)NC